racemic-3-methoxy-4-oxopiperidine-1-carboxylic acid tert-butyl ester C(C)(C)(C)OC(=O)N1C[C@H](C(CC1)=O)OC |r|